[Si](C1=CC=CC=C1)(C1=CC=CC=C1)(C(C)(C)C)OCC1=CC(=C(C=C1)C1=C(C=CC(=C1)OC)F)C(C)(C)O 2-(4-(((tert-butyldiphenylsilyl)oxy)methyl)-2'-fluoro-5'-methoxy-[1,1'-biphenyl]-2-yl)propan-2-ol